1-N-[2-[4-(hydroxymethyl)cyclohexyl]-6-(1-hydroxy-1-methyl-ethyl)indazol-5-yl]-6-(trifluoromethyl)pyrazine-2-carboxamide OCC1CCC(CC1)N1N=C2C=C(C(=CC2=C1)N1C(C=NC=C1C(F)(F)F)C(=O)N)C(C)(C)O